ClC=1C=C(C=C(C1OC=1C=C2CCN(C(C2=CC1)=O)CC1=CC(=CC(=C1)F)F)Cl)NN 2-(3,5-dichloro-4-((2-(3,5-difluorobenzyl)-1-oxo-1,2,3,4-Tetrahydroisoquinolin-6-yl)oxy)phenyl)hydrazine